6-(trifluoromethyl)-4-(4-(trifluoromethyl)phenyl)pyrimidin-2(1H)-one FC(C1=CC(=NC(N1)=O)C1=CC=C(C=C1)C(F)(F)F)(F)F